C(C)(C)(C)OC(=O)N1CCC(CC1)(\C=C\C1=CC=CC=C1)C1=NC=CC=C1 (E)-4-(pyridin-2-yl)-4-styrylpiperidine-1-carboxylic acid tert-butyl ester